(R)-2-((R)-2-t-butoxycarbonylamino-3-phenylpropionylamino)-4-methylpentanamide C(C)(C)(C)OC(=O)N[C@@H](C(=O)N[C@@H](C(=O)N)CC(C)C)CC1=CC=CC=C1